ClC=1C=C(C=CC1F)NC(=O)C=1N(C=C2C1CC[C@H]2NC(OC)=O)C |r| racemic-methyl 1-(3-chloro-4-fluorophenylcarbamoyl)-2-methyl-2,4,5,6-tetrahydrocyclopenta[c]pyrrol-4-ylcarbamate